O=C1NC(CCC1N1C(C2=CC=CC(=C2C1=O)NCCCCOC1=CC=C(C=C1)C(C)(C)C1=CC=C(OCC2=NC(=NC=C2)NS(=O)(=O)C)C=C1)=O)=O N-(4-((4-(2-(4-(4-((2-(2,6-dioxopiperidin-3-yl)-1,3-dioxoisoindolin-yl)amino)butoxy)phenyl)propan-2-yl)phenoxy)methyl)pyrimidin-2-yl)methanesulfonamide